C(C1=CC=CC=C1)O[C@H]1C[C@@H](N(C1)C(=O)OC(C)(C)C)COC1=CC(=CC=2OC(OC(C21)=O)(C)C)C tert-Butyl (2R,4S)-4-(benzyloxy)-2-(((2,2,7-trimethyl-4-oxo-4H-benzo[d][1,3]dioxin-5-yl)oxy)methyl)pyrrolidin-1-carboxylate